[Cl-].[Cl-].[Cl-].CN(C)CCCCCCCC N,N-dimethyloctylamine trichloride